N-(3-bromophenyl)-3-(1H-indol-3-yl)propionamide BrC=1C=C(C=CC1)NC(CCC1=CNC2=CC=CC=C12)=O